ClC=1C=C(C=CC1)[C@H]1NC(OC1)=O (R)-4-m-chlorophenyl-2-oxazolidinone